N-(Pyrazolo[1,5-a]pyrimidin-3-yl)pyrrolidine-1-carboxamide N1=CC(=C2N1C=CC=N2)NC(=O)N2CCCC2